2-(adamantan-1-ylmethyl)-N-(6-(2-chloro-5-fluorophenyl)pyridazin-3-yl)-2-azaspiro[3.3]heptan-6-amine C12(CC3CC(CC(C1)C3)C2)CN2CC3(C2)CC(C3)NC=3N=NC(=CC3)C3=C(C=CC(=C3)F)Cl